2-(Benzyloxymethyl)-2-[(3R)-1-tert-butoxycarbonylpyrrolidin-3-yl]-3-(3-phenylphenyl)propanoic acid C(C1=CC=CC=C1)OCC(C(=O)O)(CC1=CC(=CC=C1)C1=CC=CC=C1)[C@@H]1CN(CC1)C(=O)OC(C)(C)C